((bis(pyridin-2-ylmethyl)amino)methyl)-N-(4-(2-(6-((bis(pyridin-2-ylmethyl)amino)methyl)nicotinamido)ethyl)phenyl)nicotinamide N1=C(C=CC=C1)CN(CC1=NC=CC=C1)CC1=C(C(=O)NC2=CC=C(C=C2)CCNC(C2=CN=C(C=C2)CN(CC2=NC=CC=C2)CC2=NC=CC=C2)=O)C=CC=N1